2H-1-benzopyran-2-one sodium [Na].O1C(C=CC2=C1C=CC=C2)=O